4-(2H-tetrazol-5-yl)-4-(trifluoromethyl)piperidine N=1NN=NC1C1(CCNCC1)C(F)(F)F